4-(2-(pyrrolidin-1-yl)acetamido)benzoic acid hydrochloride Cl.N1(CCCC1)CC(=O)NC1=CC=C(C(=O)O)C=C1